C(C)(=O)N[C@@H](C(C)(C)C)C(=O)O N-acetyltertiary leucine